BrC1=C2C=CC=C3C=4C(=C5C(=C(C4C(C=C1)=C32)C3=CC=CC=C3)C=C(C=C5)C5=CC=CC=C5)C5=CC=CC=C5 3-bromo-7,10,12-triphenylbenzo[k]fluoranthene